The molecule is the 10-methochloride salt of 3,6-diaminoacridine. Note that a mixture of this compound with 3,6-diaminoacridine (proflavine) is known as acriflavine or neutral acriflavine. It has a role as an antibacterial agent, an antiseptic drug, a carcinogenic agent, an intercalator and a histological dye. It contains a 3,6-diamino-10-methylacridinium. C[N+]1=C2C=C(C=CC2=CC3=C1C=C(C=C3)N)N.[Cl-]